CC1(OB(OC1(C)C)C=1C(=C(OCCN2CCN(CC2)CC(=O)OC)C=CC1)C(F)(F)F)C methyl 2-(4-(2-(3-(4,4,5,5-tetramethyl-1,3,2-dioxaborolan-2-yl)-2-(trifluoromethyl)phenoxy)ethyl)piperazin-1-yl)acetate